3-bromo-2,4-dimethyl-5-nitroaniline BrC=1C(=C(N)C=C(C1C)[N+](=O)[O-])C